O=C1NC(CCC1N1C(N(C2=C1C=CC(=C2)C2CCN(CC2)CCN2CC(C2)NC(OC(C)(C)C)=O)C)=O)=O Tert-butyl (1-(2-(4-(1-(2,6-dioxopiperidin-3-yl)-3-methyl-2-oxo-2,3-dihydro-1H-benzo[d]imidazole-5-yl)piperidin-1-yl)ethyl)azetidin-3-yl)carbamate